OC1=C(C=C(/C=C/C=2C=C(C=C(C2)O)O)C=C1)C1=CC=NC=C1 (E)-5-(4-hydroxy-3-(pyridin-4-yl)styryl)benzene-1,3-diol